3-phenylthio-1H-pyridin-2-one C1(=CC=CC=C1)SC=1C(NC=CC1)=O